CC=1SC(=CC1[C@H]1[C@@H](C1)NC(OC(C)(C)C)=O)C(NC=1SC(=NN1)C)=O tert-butyl (trans-2-(2-methyl-5-((5-methyl-1,3,4-thiadiazol-2-yl)carbamoyl)thiophen-3-yl)cyclopropyl)carbamate